3-(3-chloro-5-methylphenyl)-4,5-dihydro-1H-benzo[g]indole-2-carboxylic Acid ClC=1C=C(C=C(C1)C)C1=C(NC=2C3=C(CCC12)C=CC=C3)C(=O)O